CC=1C2=C3C=CC1C(C1=CC=C4CCN(C(C5=CC=C(COCCCN3N=N2)C=C5)=O)CC4=C1)CC(=O)[O-].[Na+] sodium [32-methyl-20-oxo-14-oxa-8,9,10,21-tetrazahexacyclo[19.5.3.216,19.13,7.06,10.024,28]dotriaconta-1(26),3(32),4,6,8,16,18,24,27,30-decaen-2-yl]acetate